C(C1=CC=CC=C1)OC1CC(C1)(CNC)CO (3-(benzyloxy)-1-((methylamino)methyl)cyclobutyl)methanol